(E)-7-(diethylamino)-N'-(4-(diethylamino)-2-hydroxybenzylidene)-2-oxo-2H-chromen-3-carbohydrazide C(C)N(C1=CC=C2C=C(C(OC2=C1)=O)C(=O)N/N=C/C1=C(C=C(C=C1)N(CC)CC)O)CC